tert-butyl N-[(1R,3R)-3-[2-[6-(methoxymethoxy)-2,7-dimethyl-indazol-5-yl]-5-oxo-pyrido[4,3-d]pyrimidin-6-yl]cyclopentyl]carbamate COCOC=1C(=CC2=CN(N=C2C1C)C)C=1N=CC2=C(N1)C=CN(C2=O)[C@H]2C[C@@H](CC2)NC(OC(C)(C)C)=O